Cl.ClC1=C(C=C(C=C1)C1=C(N=C(O1)C=1C=C(C=CC1)C)N1C(N=C(C(=C1)F)NC1CC1)=O)F 1-(5-(4-chloro-3-fluorophenyl)-2-(m-tolyl)oxazol-4-yl)-4-(cyclopropylamino)-5-fluoropyrimidin-2(1H)-one hydrochloride